S1C(=NC2=C1C=CC=C2)SSC=2SC1=C(N2)C=CC=C1 2,2'-dithiodibenzothiazole